C(C)(C)OC1=C(C=CC=C1)[C@H]1NCCNC1 (R)-2-(2-isopropoxyphenyl)piperazine